bis-dimethylsilylamine C[SiH](C)N[SiH](C)C